1H-Pyrazolo[3,4-b]pyridine-5-carboxylic acid 4-(4-cyanomethyl-piperidine-1-sulfonyl)-benzylamide C(#N)CC1CCN(CC1)S(=O)(=O)C1=CC=C(CNC(=O)C=2C=C3C(=NC2)NN=C3)C=C1